CS(=O)(=O)[O-].C(CCCCC)[NH+]1CC(CCC1)C 1-hexyl-3-methylpiperidinium methanesulfonate